1-(2-((3R,5R,8S,9S,10R,13S,14S,17S)-10-cyclopropyl-13-ethyl-3-hydroxy-3-methylhexadecahydro-1H-cyclopenta[a]phenanthren-17-yl)-2-oxoethyl)-1H-pyrazole-4-carbonitrile C1(CC1)[C@]12[C@H]3CC[C@@]4([C@H](CC[C@H]4[C@@H]3CC[C@@H]2C[C@](CC1)(C)O)C(CN1N=CC(=C1)C#N)=O)CC